FC1=CC=C(C=N1)C1=CC(NC1)=O 4-(6-fluoropyridin-3-yl)-1,5-dihydro-2H-pyrrol-2-one